C1(=CC=CC=C1)N1NC(=CC1C=1C2=CC=CC=C2C=C2C=CC=CC12)C=CC=1C2=CC=CC=C2C=C2C=CC=CC12 1-phenyl-3-(9-anthracenylvinyl)-5-(9-anthracenyl)pyrazoline